C1(CC1)S(=O)(=O)N1CC(N(CC1)C(C(F)(F)F)C1=NC=C(C=C1)NC1C(C2=CC=CC=C2C1)(C)C)=O 4-(Cyclopropylsulfonyl)-1-(1-(5-((1,1-dimethyl-2,3-dihydro-1H-inden-2-yl)amino)pyridin-2-yl)-2,2,2-trifluoroethyl)piperazin-2-one